C(#N)C1=CC(=C(C=C1)N1CCN(CC1)CC1=CC(=NC(=C1)OC)NC(=O)NCC)F 1-(4-((4-(4-cyano-2-fluorophenyl)piperazin-1-yl)methyl)-6-methoxypyridin-2-yl)-3-ethylurea